(R)-3-(N-Acetylcarbamoyl)-10-(dimethylamino)-4,5,7-trihydroxy-6-oxo-11a,12-dihydro-11H-naphthacen-2-yl acetate C(C)(=O)OC1=CC=2C[C@@H]3CC4=C(C=CC(=C4C(C3=C(C2C(=C1C(NC(C)=O)=O)O)O)=O)O)N(C)C